(2S,5S)-4-(bicyclo[2.1.1]hexane-1-carbonyl)-2,3,4,5-tetrahydro-2,5-methanopyrido[3,4-f][1,4]oxazepine-9-carbonitrile C12(CCC(C1)C2)C(=O)N2C[C@H]1OC3=C([C@@H]2C1)C=NC=C3C#N